BrC1=CC2=CN(N=C2C=C1)C(C)C 5-bromo-2-isopropyl-indazole